O1CCC(CC1)OCCOC1=CC=C(C=C1)B(O)O (4-[2-(OXAN-4-YLOXY)ETHOXY]PHENYL)BORANEDIOL